6-((5-amino-7-(butylamino)-3-cyclopropyl-1H-pyrazolo[4,3-d]Pyrimidin-1-yl)methyl)-5-methoxy-3',6'-dihydro-[3,4'-bipyridine]-1'(2'H)-carboxylic acid tert-butyl ester C(C)(C)(C)OC(=O)N1CCC(=CC1)C=1C=NC(=C(C1)OC)CN1N=C(C=2N=C(N=C(C21)NCCCC)N)C2CC2